tert-butyl 4-[3-fluoro-4-[4-(4-oxo-1,5,6,7-tetrahydropyrrolo[3,2-c]pyridin-2-yl)-2-pyridyl]phenyl]piperazine-1-carboxylate FC=1C=C(C=CC1C1=NC=CC(=C1)C1=CC=2C(NCCC2N1)=O)N1CCN(CC1)C(=O)OC(C)(C)C